(1s,3r,5R,7S)-3-((4-(6-Bromoimidazo[1,2-a]pyridin-3-yl)-5-fluoropyrimidin-2-yl)amino)adamantan-1-ol BrC=1C=CC=2N(C1)C(=CN2)C2=NC(=NC=C2F)NC21CC3(C[C@@H](C[C@H](C2)C3)C1)O